eugenol phosphorus [P].C=1(C(O)=CC=C(CC=C)C1)OC